N-(4-methyl-3-(2-((3-methylisoxazol-5-yl)amino)-8,9-dihydroimidazo[1',2':1,6]pyrido[2,3-d]pyrimidin-6-yl)phenyl)-4-(trifluoromethyl)picolinamide TFA salt OC(=O)C(F)(F)F.CC1=C(C=C(C=C1)NC(C1=NC=CC(=C1)C(F)(F)F)=O)C1=CC2=C(N=C(N=C2)NC2=CC(=NO2)C)N2C1=NCC2